1-(4-amino-3-((diphenylmethylene)amino)phenyl)cyclobutanol NC1=C(C=C(C=C1)C1(CCC1)O)N=C(C1=CC=CC=C1)C1=CC=CC=C1